((Z)-[1-benzyl-4-(2,5-difluorophenyl)-1H-pyrrol-2-yl]-methylene)-2-methylpropane-2-sulfinamide C(C1=CC=CC=C1)N1C(=CC(=C1)C1=C(C=CC(=C1)F)F)\C=C/C(C)(S(=O)N)C